FC1(CC(C1)OC1=C(C(=C(C=C1)[C@H]1[C@@H](O[C@]([C@H]1C)(C(F)(F)F)C)C(=O)NC1=CC(=NC=C1)C(=O)N)OC)F)F 4-((2R,3S,4S,5R)-3-(4-(3,3-difluorocyclobutoxy)-3-fluoro-2-methoxyphenyl)-4,5-dimethyl-5-(trifluoromethyl)tetrahydrofuran-2-carboxamido)picolinamide